Trimethylolpropane tris(3-mercaptopropionat) SCCC(=O)O.SCCC(=O)O.SCCC(=O)O.C(O)C(CC)(CO)CO